6-chloro-4-isopropyl-1-(1H-1,2,4-triazol-3-yl)-2,7-naphthyridine ClC=1C=C2C(=CN=C(C2=CN1)C1=NNC=N1)C(C)C